7-chloro-4-((S)-4-((2-(difluoromethoxy)-3,4,5,6-tetrafluorophenyl)sulfonyl)-2-methylpiperazin-1-yl)-6-fluoro-1-(2-isopropyl-4-methylpyridin-3-yl)pyrido[2,3-d]pyrimidin-2(1H)-one ClC=1C(=CC2=C(N(C(N=C2N2[C@H](CN(CC2)S(=O)(=O)C2=C(C(=C(C(=C2F)F)F)F)OC(F)F)C)=O)C=2C(=NC=CC2C)C(C)C)N1)F